3-(4-amino-7-bromo-5-{3-fluoro-4-[(4-methylpyrimidin-2-yl)oxy]phenyl}-5H-pyrrolo[3,2-d]pyrimidin-6-yl)-8-azabicyclo[3.2.1]oct-2-ene-8-carboxylic acid tert-butyl ester C(C)(C)(C)OC(=O)N1C2C=C(CC1CC2)C2=C(C=1N=CN=C(C1N2C2=CC(=C(C=C2)OC2=NC=CC(=N2)C)F)N)Br